(S)-4-[(4-{3-cyano-2-[4-(7H-pyrrolo[2,3-d]pyrimidin-4-yl)-1H-pyrazol-1-yl]propyl}piperazin-1-yl)carbonyl]-3-fluorobenzonitrile C(#N)C[C@@H](CN1CCN(CC1)C(=O)C1=C(C=C(C#N)C=C1)F)N1N=CC(=C1)C=1C2=C(N=CN1)NC=C2